1,1,3,3-tetrabromo-2-n-butyldisilazane Br[SiH](N([SiH](Br)Br)CCCC)Br